COC(/C(=C/OC)/OC1=C(C=CC(=C1)N1N=CC(=N1)CCC)C)=O (Z)-3-methoxy-2-[2-methyl-5-(4-propyltriazol-2-yl)phenoxy]prop-2-enoic acid methyl ester